FC1(CC2(C1)CN(CC2)C(=O)OCCCC)F Butyl 2,2-difluoro-6-azaspiro[3.4]octane-6-carboxylate